CP(=O)(C)C1=CC2=C(N=C(N=C2N[C@H](C)C=2C(=C(C=CC2)C([C@@H](C)O)(F)F)F)C)C=N1 |o1:22| (2R*)-1-{3-[(1R)-1-{[6-(dimethylphosphoryl)-2-methylpyrido[3,4-d]pyrimidin-4-yl]amino}ethyl]-2-fluorophenyl}-1,1-difluoropropan-2-ol